N1(CCC1)C1=NC(N(C=C1)C=1N=C(OC1C1=CC=C(C=C1)C(F)(F)F)C=1C=C(C=CC1)C)=O 4-(azetidin-1-yl)-1-(2-(m-tolyl)-5-(4-(trifluoromethyl)phenyl)oxazol-4-yl)pyrimidin-2(1H)-one